FC=1C=C2N(C=CN(C2=CC1)C1CCN(CC1)C1=NC=C(C=N1)[N+](=O)[O-])C 6-Fluoro-4-methyl-1-(1-(5-nitropyrimidin-2-yl)piperidin-4-yl)-1,4-dihydroquinoxaline